P(O)(=O)(OP(=O)(O)OP(=O)(O)O)OC[C@@H]1[C@H](C[C@@H](O1)N1C(=O)N=C(N)C(=C1)C#CC)O.SCCC1=C(C=C(C=C1)CCS)CCS 1,2,4-tris(2-mercaptoethyl)benzene 5-propynyl-2'-deoxycytidine-5'-triphosphate